1-((1R)-3'-(2-(2-(4-fluoro-2-methylphenyl)pyrrolidin-1-yl)-2-oxoethyl)-2',4'-dioxo-2,3-dihydrospiro[indene-1,5'-oxazolidine]-5-yl)-3-methylurea FC1=CC(=C(C=C1)C1N(CCC1)C(CN1C(O[C@]2(C1=O)CCC1=CC(=CC=C12)NC(=O)NC)=O)=O)C